FC(C1=C(C2=CC=C(N)C=C2)C=CC(=C1)N)(F)F 2'-trifluoromethyl-4,4'-benzidine